1-(5-(4-fluoro-7-((4-(methylsulfonyl)phenyl)amino)-2,6-naphthyridin-1-yl)-4-methyl-1H-indazol-1-yl)-2-methylpropan-2-ol FC1=CN=C(C2=CC(=NC=C12)NC1=CC=C(C=C1)S(=O)(=O)C)C=1C(=C2C=NN(C2=CC1)CC(C)(O)C)C